N4-[3,4,5-tris(octadecyloxy)benzoyl]-5'-O-(4,4'-dimethoxytrityl)-3'-O-(isopropoxydiisopropylsilyl)deoxycytidine C(CCCCCCCCCCCCCCCCC)OC=1C=C(C(=O)NC2=NC(N([C@H]3C[C@H](O[Si](C(C)C)(C(C)C)OC(C)C)[C@@H](COC(C4=CC=C(C=C4)OC)(C4=CC=C(C=C4)OC)C4=CC=CC=C4)O3)C=C2)=O)C=C(C1OCCCCCCCCCCCCCCCCCC)OCCCCCCCCCCCCCCCCCC